ClC1=NC(=NC(=N1)C1=CC=CC=C1)C1=CC=C(C=C1)C=C 2-chloro-4-phenyl-6-(4-vinylphenyl)-1,3,5-triazine